NC=1C(=NC(=CN1)C1=CC=C(C=C1)N1CCN(CC1)C)C=1C=C2C(NC(C2=CC1)=O)(C)C 5-(3-amino-6-(4-(4-methylpiperazin-1-yl)phenyl)pyrazin-2-yl)-3,3-dimethylisoindolin-1-one